pyrazolo[1,5-a]pyrimidine-3-carboxylic acid (R)-ethyl ester C(C)OC(=O)C=1C=NN2C1N=CC=C2